C12COCC2C1C=1N=C2N(C=C(C(=N2)OC(C)C)I)C1 2-(3-Oxabicyclo[3.1.0]hexan-6-yl)-6-iodo-7-isopropoxyimidazo[1,2-a]pyrimidine